C(N)(=O)C1=C(N(N=C1C1=CC=C(C=C1)CC(=O)NC1=C(C(=NO1)C1CC(C1)(C)C)F)C(C)C)NC(OC(C)(C)C)=O tert-Butyl N-[4-carbamoyl-5-[4-[2-[[3-(3,3-dimethylcyclobutyl)-4-fluoro-isoxazol-5-yl]amino]-2-oxo-ethyl]phenyl]-2-isopropyl-pyrazol-3-yl]carbamate